CN(CCC=1C(=C(C(N(C1)C(C(=O)N[C@@H](CC(=O)O)C=1C=C(C=C(C1F)C)C1=C(C=CC=C1C)C)CC(C)C)=O)F)C(F)(F)F)C (3S)-3-(2-(5-(2-(dimethylamino)ethyl)-3-fluoro-2-oxo-4-(trifluoromethyl)pyridin-1(2H)-yl)-4-methylpentanamido)-3-(4-fluoro-2',5,6'-trimethylbiphenyl-3-yl)propanoic acid